FC=1C(=NC(=NC1)N[C@@H]1C[C@@H](CCC1)C(=O)N)C1=CC(=NC=C1)C1(CCC1)O (1R,3S)-3-((5-fluoro-4-(2-(1-hydroxycyclobutyl)pyridin-4-yl)pyrimidin-2-yl)amino)cyclohexane-1-carboxamide